ClC1=CC2=C(OCCN2C)C=C1C=1CCN(CC1)S(=O)(=O)C=1C=NN(C1Cl)C 6-chloro-7-(1-((5-chloro-1-methyl-1H-pyrazol-4-yl)sulfonyl)-1,2,3,6-tetrahydropyridin-4-yl)-4-methyl-3,4-dihydro-2H-benzo[b][1,4]oxazine